Sodium 5-(3-((4-((2-amino-3-chloropyridin-4-yl)oxy)-3-fluorophenyl)carbamoyl)-4-ethoxy-2-oxopyridin-1(2H)-yl)-2-fluorobenzyl Phosphate P(=O)(OCC1=C(C=CC(=C1)N1C(C(=C(C=C1)OCC)C(NC1=CC(=C(C=C1)OC1=C(C(=NC=C1)N)Cl)F)=O)=O)F)([O-])[O-].[Na+].[Na+]